7-bromo-6-methoxyquinazolin-4(3H)-one BrC1=C(C=C2C(NC=NC2=C1)=O)OC